benzenesulfonyl-manganese C1(=CC=CC=C1)S(=O)(=O)[Mn]